hypoxanthin N1C=NC=2N=CNC2C1=O